Methyl (R)-2-(5-bromo-7-nitro-1H-benzo[d]imidazol-1-yl)propanoate BrC1=CC2=C(N(C=N2)[C@@H](C(=O)OC)C)C(=C1)[N+](=O)[O-]